1-(2-Hydroxy-2-Methylpropoxy)-4-Octadecanoyloxy-2,2,6,6-tetramethyl-piperidin OC(CON1C(CC(CC1(C)C)OC(CCCCCCCCCCCCCCCCC)=O)(C)C)(C)C